C1(=CC=CC=C1)CS(=O)(=O)F phenylmethyl-sulfonyl fluoride